2-butyne-1,4-diol bis(2-mercaptopropanoate) SC(C(=O)OCC#CCOC(C(C)S)=O)C